(amino-phenanthroline) bis(hexafluorophosphate) ruthenium [Ru+2].F[P-](F)(F)(F)(F)F.F[P-](F)(F)(F)(F)F.NC1=NC2=C3N=CC=CC3=CC=C2C=C1